1-Tert-butyl (3S,4S)-4-[1-[1-(2,6-dioxo-3-piperidyl)-3-methyl-2-oxo-benzimidazol-4-yl] azetidin-3-yl]oxy-3-fluoro-piperidine-1-carboxylate O=C1NC(CCC1N1C(N(C2=C1C=CC=C2N2CC(C2)O[C@@H]2[C@H](CN(CC2)C(=O)OC(C)(C)C)F)C)=O)=O